O=S1(CCN(CC1)C1=CC=C(C=C1)N1[C@@H]2CN(C[C@H](C1)CC2(C)C)C(CCC#N)=O)=O 4-((1S,5S)-6-(4-(1,1-Dioxidothiomorpholino)phenyl)-9,9-dimethyl-3,6-diazabicyclo[3.2.2]nonan-3-yl)-4-oxobutanenitrile